NN1C(=NC(=C1C(=O)N)C1=CC=C(C=C1)C(NC1=NC=CC(=C1)CC)=O)C1CC2(CNC2)C1 1-amino-4-(4-((4-ethylpyridin-2-yl)carbamoyl)phenyl)-2-(2-azaspiro[3.3]Heptane-6-yl)-1H-imidazole-5-carboxamide